Cl.CN(C=1C=C(N(C1C)C[C@@H]1CNCCO1)C1=C2C(=NC=C1)C=C(S2)CN2C(C1C(C1C2=O)(C)C)=O)C 3-((7-(4-(dimethylamino)-5-methyl-1-(((S)-morpholin-2-yl)methyl)-1H-pyrrol-2-yl)thieno[3,2-b]pyridin-2-yl)methyl)-6,6-dimethyl-3-azabicyclo[3.1.0]hexane-2,4-dione hydrochloride